C(C(CCC(CC(=O)O)C(=O)O)C(=O)O)C(=O)O 1,2,5,6-hexanetetracarboxylic acid